(3,5-Ditrifluoromethylphenyl)-[2,4'-bithiazole]-2'-amine FC(C=1C=C(C=C(C1)C(F)(F)F)C=1N=C(SC1)C=1N=C(SC1)N)(F)F